C(C)(C)(C)C1=NC2=CC=CC(=C2C=C1)C(C)(C)C 2,5-di-tert-butylquinoline